ClC1=NC=C(C(=C1)N1CC(CCC1)CO)C#CC=1C=NN(C1)C (1-(2-chloro-5-((1-methyl-1H-pyrazol-4-yl)ethynyl)pyridin-4-yl)piperidin-3-yl)methanol